C(C)(C)C1=C(C(=CC=C1)C(C)C)C1=CN=C2N1C=1C=CC=CC1C=1C=CC(=CC21)OC 3-(2,6-diisopropylphenyl)-11-methoxyimidazo[1,2-f]phenanthridine